FC=1C=CC(=NC1)CN1N=NC(=C1)C1=CC=C(C=C1)S(=O)(=O)N 4-(1-((5-fluoropyridin-2-yl)methyl)-1H-1,2,3-triazol-4-yl)benzenesulfonamide